4-({5-[(5-chloro-3-fluoropyridin-2-yl)oxy]-4-methylpyridin-3-yl}methyl)-3-fluoropyridin-2-amine ClC=1C=C(C(=NC1)OC=1C(=C(C=NC1)CC1=C(C(=NC=C1)N)F)C)F